BrC1=CC=C2C(=NN(C2=C1)C)N 6-bromo-1-methyl-1H-indazol-3-amine